6-((3-methylpiperidin-1-yl)methyl)-4H-chromene-4-one CC1CN(CCC1)CC=1C=C2C(C=COC2=CC1)=O